(S)-4-((2-(tert-butoxycarbonyl)-1-((1,3-dioxoisoindolin-2-yl)methyl)-1,2,3,4-tetrahydroisoquinolin-8-yl)oxy)butanoic acid C(C)(C)(C)OC(=O)N1[C@@H](C2=C(C=CC=C2CC1)OCCCC(=O)O)CN1C(C2=CC=CC=C2C1=O)=O